(ethylcyclopentadienyl)osmium C(C)C1(C=CC=C1)[Os]